1-(9Z-pentadecenoyl)-2-hexadecanoyl-glycero-3-phospho-(1'-sn-glycerol) CCCCCCCCCCCCCCCC(=O)O[C@H](COC(=O)CCCCCCC/C=C\CCCCC)COP(=O)(O)OC[C@H](CO)O